2-((8-(2-chloro-4-(2-(piperazin-1-yl)ethoxy)phenyl)-6-(1-methylcyclopropoxy)-9H-purin-9-yl)methyl)isonicotinonitrile ClC1=C(C=CC(=C1)OCCN1CCNCC1)C=1N(C2=NC=NC(=C2N1)OC1(CC1)C)CC=1C=C(C#N)C=CN1